4-(3-bromopropoxy)-N-(2-(indolin-1-yl)ethyl)benzamide BrCCCOC1=CC=C(C(=O)NCCN2CCC3=CC=CC=C23)C=C1